1-(2-chloro-5-(4-(piperazin-1-ylmethyl)piperidine-1-carbonyl)phenyl)dihydropyrimidine-2,4(1H,3H)-dione HCl salt Cl.ClC1=C(C=C(C=C1)C(=O)N1CCC(CC1)CN1CCNCC1)N1C(NC(CC1)=O)=O